NC1=CC=C(C(=N1)C1=C(C=C2C(=NC=NC2=C1)N1C[C@H](N(CC1)C(C(=C)F)=O)C#N)Cl)C(F)(F)F (2S)-4-[7-[6-amino-3-(trifluoromethyl)pyridin-2-yl]-6-chloroquinazolin-4-yl]-1-(2-fluoroprop-2-enoyl)piperazine-2-carbonitrile